N1(C=NC=C1)C=1C=C(CN(C=2OC=C(N2)CN2CCN(CC2)C)CC2=CC(=CC=C2)OC)C=CC1 N-(3-(1H-imidazol-1-yl)benzyl)-N-(3-methoxybenzyl)-4-((4-methylpiperazin-1-yl)methyl)oxazol-2-amine